tert-butyl ((S)-2-hydroxy-3-(3-(methylsulfonyl)phenoxy) propyl 1-oxa-8-azaspiro[4.5]decan-3-yl)carbamate OC(C[C@@H]1OC2(CC1NC(OC(C)(C)C)=O)CCNCC2)COC2=CC(=CC=C2)S(=O)(=O)C